6-azoniaspiro[5.6]dodecane-4-ol C1CCC(C[N+]12CCCCCC2)O